CS(=O)(=O)C1=CC=C(C=C1)C1=CC=C2C(=N1)SC(=N2)O[C@H](C)C2CCN(CC2)C2=NC=C(C=N2)CCC (R)-5-(4-(methylsulfonyl)phenyl)-2-(1-(1-(5-propylpyrimidin-2-yl)piperidin-4-yl)ethoxy)thiazolo[5,4-b]pyridine